C(CCC)N1CC=CC2=CC=C(C(=C12)C)C 1-butyl-7,8-dimethylquinoline